NC1=C(N=C2N1C=CC=C2C2=NC(=CC=C2)F)C(=O)NCCC 3-Amino-8-(6-fluoropyridin-2-yl)-N-propylimidazo[1,2-a]pyridine-2-carboxamide